[Si](C1=CC=CC=C1)(C1=CC=CC=C1)(C(C)(C)C)OCCCC 4-[tert-butyl(diphenyl)silyl]oxybutan